[N+](=O)([O-])C=1C(N(C(C1)=O)C1=C(C=C(C2=CC=CC=C12)Cl)C)=O 3-nitro-1-(4-chloro-2-methylnaphthalen-1-yl)-1H-pyrrole-2,5-dione